C1(CC1)C1=C(C2=C(N=C(N=C2)NC2=CC=C(C=C2)OC2CCN(CC2)C)N1C1=CC=CC(=N1)C(C)C)F 2-(6-(6-cyclopropyl-5-fluoro-2-((4-((1-methylpiperidin-4-yl)oxy)phenyl)amino)-7H-pyrrolo[2,3-d]pyrimidin-7-yl)pyridin-2-yl)propan